N1(C=NC=C1)C1=C(C=C(C=C1)[N+](=O)[O-])N1CCC(CC1)(F)F (2-(1H-imidazol-1-yl)-5-nitrophenyl)-4,4-difluoropiperidine